FC1(C[C@@]2(C3=CC=C(C=C13)C=1C=NC=NC1)NC(N(C2=O)CC(=O)N(C2(COC2)C(F)(F)F)CC2=CC=C(C=C2)F)=O)F 2-[(1'S)-3',3'-difluoro-2,5-dioxo-5'-(pyrimidin-5-yl)-2',3'-dihydrospiro[imidazolidine-4,1'-indene]-1-yl]-N-[(4-fluorophenyl)methyl]-N-[3-(trifluoromethyl)oxetan-3-yl]acetamide